2-ethylbutyl (bis(4-nitrophenoxy)phosphoryl)-L-alaninate [N+](=O)([O-])C1=CC=C(OP(=O)(OC2=CC=C(C=C2)[N+](=O)[O-])N[C@@H](C)C(=O)OCC(CC)CC)C=C1